FC=1C=C(C=CC1F)[C@H]1[C@@H](CN(C1)CCOC)NC(=O)NC1=C(C(=NN1C1=CC=CC=C1)OCC(CO)CO)C 1-((3s,4r)-4-(3,4-difluorophenyl)-1-(2-methoxyethyl)pyrrolidin-3-yl)-3-(3-(3-hydroxy-2-(hydroxymethyl)propoxy)-4-methyl-1-phenyl-1H-pyrazol-5-yl)urea